C(#N)C=1C=C(C2=C(OCCN2[C@H]2C[C@@H](N(C2)C(=O)OC(C)(C)C)COC2OCCCC2)C1)C1=C2C(=NC=C1)C=C(S2)CO (2R,4S)-tert-butyl 4-(7-cyano-5-(2-(hydroxymethyl)thieno[3,2-b]pyridin-7-yl)-2H-benzo[b][1,4]oxazin-4(3H)-yl)-2-(((tetrahydro-2H-pyran-2-yl)oxy)methyl)pyrrolidine-1-carboxylate